BrC1=CC=C2C(N(C(C2=C1)=O)CC1=NC=C(C=C1)Cl)(OC([2H])([2H])C1(CC1)C([2H])([2H])O)C1=CC=C(C=C1)C(C)(F)F 6-Bromo-2-((5-chloropyridin-2-yl)methyl)-3-(4-(1,1-difluoroethyl)phenyl)-3-((1-(hydroxy(2H2)methyl)cyclopropyl)(2H2)methoxy)isoindolin-1-one